(S)-tert-butyl 2-(2-(hydroxymethyl)pyrrolidin-1-yl)-4-((1-(3,4,5-trimethoxyphenyl)-1H-imidazol-4-yl)amino)-5,6-dihydropyrido[3,4-d]pyrimidine-7(8H)-carboxylate OC[C@H]1N(CCC1)C=1N=C(C2=C(N1)CN(CC2)C(=O)OC(C)(C)C)NC=2N=CN(C2)C2=CC(=C(C(=C2)OC)OC)OC